endo-borneol CC1(C)C2CCC1(C)C(O)C2